C(C)(C)(C)C1=NOC(=N1)C(=O)N[C@H](C)C1=C(C=C(C=C1)C1=CC(=NC=N1)NC1=NC=C(C=N1)N1CCN(CC1)C(=O)OC(C)(C)C)C tert-butyl (R)-4-(2-((6-(4-(1-(3-(tert-butyl)-1,2,4-oxadiazole-5-carboxamido)ethyl)-3-methylphenyl)pyrimidin-4-yl)amino)pyrimidin-5-yl)piperazine-1-carboxylate